BrC1=CC=2N(C=C1NC(=O)C1=NC(=CC=C1)C(F)(F)F)C=C(N2)CCC(=O)OCC ethyl 3-[7-bromo-6-[[6-(trifluoromethyl)pyridine-2-carbonyl]amino] imidazo[1,2-a]pyridin-2-yl]propanoate